C(C1=CC=CC=C1)N1N=C(C=C1C1CC1)C(=O)C1=NC(=NC=C1)N1C2CC(C1)(C2)CO (1-benzyl-5-cyclopropyl-pyrazol-3-yl)-[2-[4-(hydroxymethyl)-2-azabicyclo[2.1.1]hexan-2-yl]pyrimidin-4-yl]methanone